OC1=CC=C(C=C1)C1(C=CC2=C(O1)C=1C=CC(=CC1C1=C2C(C2=CC(=CC=C21)C2=CC=CC=C2)(CC)CC)OC)C2=CC=C(C=C2)O 3,3-bis(4-hydroxyphenyl)-7-methoxy-11-phenyl-13,13-diethyl-3H,13H-indeno[2',3':3,4]naphtho[1,2-b]pyran